C(OC(C)(C)C)(OC1COCC=C1)=O tert-butyl (3,6-dihydro-2H-pyran-3-yl) carbonate